N,N-dicyclohexylethylamine C1(CCCCC1)N(C1CCCCC1)CC